4-{5-[(cyclopropylmethyl)sulfanyl]pyrazin-2-yl}-1',3'-dihydrospiro[cyclohexane-1,2'-indene]-3'-amine C1(CC1)CSC=1N=CC(=NC1)C1CCC2(CC3=CC=CC=C3C2N)CC1